CC1=CSC2=CN=CC(=C21)N[C@H]2CN(CCC2)C(=O)OC(C)(C)C tert-butyl (R)-3-((3-methylthieno[2,3-c]pyridin-4-yl)amino)piperidine-1-carboxylate